ClC1=CC(=C(C=C1)NC(OC)=O)C(N[C@H](C(C(=O)NC)O)CCC(C)F)=O methyl (4-chloro-2-(((3S)-6-fluoro-2-hydroxy-1-(methylamino)-1-oxoheptan-3-yl)carbamoyl)phenyl)carbamate